2-methyltricyclo[3.3.1.13,7]dec-2-yl methacrylate C(C(=C)C)(=O)OC1(C2CC3CC(CC1C3)C2)C